C(C)(C)(C)OC(=O)NC1CCC(CC1)OC1=CC=C(C(=O)OC)C=C1 methyl 4-(((1r,4r)-4-((tert-butoxycarbonyl)amino)cyclohexyl)oxy)benzoate